2-(3,5-dimethylphenoxy)-N-methylethan-1-amine CC=1C=C(OCCNC)C=C(C1)C